C(#N)CC1=NN(C=C1CN1C=2N(C3=CC=C(C=C3C1=O)S(=O)(=O)NC1(CC1)C)[C@@H](CN2)C)C (R)-4-((3-(cyanomethyl)-1-methyl-1H-pyrazol-4-yl)methyl)-1-methyl-N-(1-methylcyclopropyl)-5-oxo-1,2,4,5-tetrahydroimidazo[1,2-a]quinazoline-7-sulfonamide